OC1=C(C=C(C=C1S(=O)(=O)O)O)CN(C(C)=O)CC1=C(C=C(C(=C1)O)C(=O)O)O N-(2,5-Dihydroxy-3-sulfophenylmethyl)N-(4-carboxy-2,5-dihydroxyphenylmethyl)acetamid